C(C)(CC)OC1=CC=C(C=C1)C(C)(C)O 2-(4-(sec-butoxy)phenyl)propan-2-ol